(R and S)-1-(4-{2-[(6-methoxy-2-methyl-1,2,3,4-tetrahydroisoquinolin-7-yl)amino]quinazolin-7-yl}-1H-pyrazol-1-yl)propan-2-ol COC=1C=C2CCN(CC2=CC1NC1=NC2=CC(=CC=C2C=N1)C=1C=NN(C1)C[C@@H](C)O)C |r|